CC1=C(C(=O)C=2C=C3C=4C=C(C=CC4N(C3=CC2)CC)C(C)=NO)C=CC=C1 1-(6-o-methylbenzoyl-9-ethyl-9H-carbazole-3-yl)-ethanone oxime